ClC1=C(C(F)(F)F)C=CC=C1[N+](=O)[O-] 2-chloro-3-nitrotrifluorotoluene